C(C)(C)C1=C(NC2=C1N=C(S2)N2[C@@H](CN(CC2)C2COC2)C)C=2C=C(C=1N(C2)N=CN1)C (R)-6-isopropyl-2-(2-methyl-4-(oxetan-3-yl)piperazin-1-yl)-5-(8-methyl-[1,2,4]triazolo[1,5-a]pyridin-6-yl)-4H-pyrrolo[3,2-d]thiazole